3-Mercaptopropanyl-N-hydroxysuccinimide SCCCC1C(=O)N(C(C1)=O)O